IC1=CC=C(C=C1)N(N=O)C N-(4-iodophenyl)-N-methylnitrosamide